CC1OCCC1.[Zn+2] zinc (II) 2-methyltetrahydrofuran